N-(2,2-difluoroethyl)-6-(2-(pyridin-4-ylamino)-7H-pyrrolo[2,3-d]pyrimidin-5-yl)imidazo[1,2-a]pyridine-3-carboxamide FC(CNC(=O)C1=CN=C2N1C=C(C=C2)C2=CNC=1N=C(N=CC12)NC1=CC=NC=C1)F